N-((R)-1-(3-amino-5-(trifluoromethyl)phenyl)ethyl)-5-isopropyl-9-methyl-1,2,3,3a,4,5-hexahydropyrrolo[1'',2'':4',5']pyrazino[2',3':5,6]pyrido[2,3-d]pyrimidin-7-amine NC=1C=C(C=C(C1)C(F)(F)F)[C@@H](C)NC1=C2C(=NC(=N1)C)N=C1C(=C2)N(CC2N1CCC2)C(C)C